N(=[N+]=[N-])[C@@H]1[C@H](CCC[C@H]1N1C(=NC=2C=NC(=CC21)C2=NN(C=N2)COCC[Si](C)(C)C)C2=C(C=CC=C2)F)NC(OC(C)(C)C)=O tert-butyl ((1S,2R,3R)-2-azido-3-(2-(2-fluorophenyl)-6-(1-((2-(trimethylsilyl)ethoxy)methyl)-1H-1,2,4-triazol-3-yl)-1H-imidazo[4,5-c]pyridin-1-yl)cyclohexyl)carbamate